OC(C(=O)N)CC 2-HYDROXYBUTANAMID